7-bromo-6-methoxy-N-(4-methylsulfonylphenyl)isoquinolin-1-amine BrC1=C(C=C2C=CN=C(C2=C1)NC1=CC=C(C=C1)S(=O)(=O)C)OC